The molecule is the trichloride salt of ytterbium(III). It has a role as a NMR shift reagent. It contains a ytterbium(3+). [Cl-].[Cl-].[Cl-].[Yb+3]